ClC1=C(C(=NN1C)C1=NOC(=C1)C)CN1CC(CCC1)CNCC(C)C N-((1-((5-Chloro-1-methyl-3-(5-methylisoxazol-3-yl)-1H-pyrazol-4-yl)methyl)piperidin-3-yl)methyl)-2-methylpropan-1-amine